NC1=CC=C(C=C1)C(CF)(C)C1=CC=C(C=C1)N 2,2-bis(4-aminophenyl)fluoropropane